{7,7-dimethyl-2-oxobicyclo[2.2.1]heptan-1-yl}methanesulfonic acid CC1(C2(C(CC1CC2)=O)CS(=O)(=O)O)C